2,6-dihydroxy-4-(2-methyl-6-(4-methylpiperazin-1-yl)hexan-2-yl)-N-phenylbenzamide OC1=C(C(=O)NC2=CC=CC=C2)C(=CC(=C1)C(C)(CCCCN1CCN(CC1)C)C)O